(S)-3,5-dichloro-N-(3-(1-(3-fluorophenyl)ethyl)-4-oxo-3,4-dihydroquinazolin-5-yl)-4-hydroxybenzamide ClC=1C=C(C(=O)NC2=C3C(N(C=NC3=CC=C2)[C@@H](C)C2=CC(=CC=C2)F)=O)C=C(C1O)Cl